C(C1=CC=CC=C1)OC=1C(C=CN2N([C@H]3N(C(C21)=O)CCOC3)[C@@H]3C2=C(SCC1=C3C=CC=C1)C=CS2)=O (12aR)-7-(benzyloxy)-12-[(10S)-5,10-dihydrothieno[3,2-c][2]benzothiepin-10-yl]-3,4,12,12a-tetrahydro-1H-[1,4]oxazino[3,4-c]pyrido[2,1-f][1,2,4]triazine-6,8-dione